NC(=CC(=O)[O-])C 3-aminobut-2-enoate